NCCCC(CO[SiH](OCC)OCC)(CCCN)CCCN trisaminopropyl-triethoxysilane